CC1=CC=C(C=N1)NC(OC(C)(C)C)=O tert-butyl (6-methylpyridin-3-yl)carbamate